3-(2-amino-6-(1-((5-isopropoxy-1H-indol-3-yl)methyl)-1H-1,2,3-triazol-4-yl)pyrimidin-4-yl)2-methylbenzonitrile NC1=NC(=CC(=N1)C=1C(=C(C#N)C=CC1)C)C=1N=NN(C1)CC1=CNC2=CC=C(C=C12)OC(C)C